BrC1=CC(=C(C(=O)N2COC3=C(C2)C=CC=C3C3=CC(=C(C(=O)OC)C=C3)N3C2COCC3CC2)C(=C1)Cl)Cl Methyl 4-[3-(4-bromo-2,6-dichlorobenzoyl)-2,4-dihydro-1,3-benzoxazin-8-yl]-2-(3-oxa-8-azabicyclo[3.2.1]octan-8-yl)benzoate